5-bromo-2-phenyl-1,10-phenanthroline BrC1=C2C=CC(=NC2=C2N=CC=CC2=C1)C1=CC=CC=C1